4-(Difluoromethoxy)-3-fluoro-N-((6-methoxy-1,2-dimethyl-1H-benzimidazol-7-yl)methyl)-benzamid FC(OC1=C(C=C(C(=O)NCC2=C(C=CC3=C2N(C(=N3)C)C)OC)C=C1)F)F